C[Si](C=1C=2N(C=CC1)C(=NC2)C(C)(C)NC(=O)C2[C@H]1CNC[C@@H]2C1)(C)C (1R,5S,6r)-N-(2-(8-(trimethylsilyl)imidazo[1,5-a]pyridin-3-yl)propan-2-yl)-3-azabicyclo[3.1.1]heptane-6-carboxamide